(3-(4-((2,2-dimethyl-1,3-dioxolane-4-yl)methoxy)phenyl)tetrahydro-1H-pyrrolizin-7a(5H)-yl)methanol CC1(OCC(O1)COC1=CC=C(C=C1)C1CCC2(CCCN12)CO)C